(sulfanyl)pyridine SC1=NC=CC=C1